(R)-6-chloro-5-methyl-N3-(1-methylpiperidin-3-yl)pyridazine-3,4-diamine ClC1=C(C(=C(N=N1)N[C@H]1CN(CCC1)C)N)C